CC(=O)OCC1=C(N2[C@@H]([C@@H](C2=O)NC(=O)CSC3=CC=NC=C3)SC1)C(=O)[O-] The molecule is the anion of cephapirin obtained by removal of a proton form the carboxylic acid group. It is a conjugate base of a cephapirin.